C(C)(=O)[C@]1([C@]([C@]([C@@](O1)(N1C=NC=2C(N)=NC=NC12)C1=CC(=CC=C1)O)(O)C(C)=O)(O)C(C)=O)CO TRIACETYL-3-HYDROXYL-PHENYL-ADENOSINE